P(O)(O)(O)=O hydrogenphosphoric acid